C(C1=CC=CC=C1)OC(=O)C=1C2=CC=C3C4=CC=C5C=CC(=CC5=C4C=CC3=C2C=CC1)C(=O)OC(C1=CC=CC=C1)C1=CC=CC=C1 picene-2,9-dicarboxylic acid 2-benzhydryl 9-benzyl ester